FC1(CC(C1)S(=O)(=O)N[C@@H]1C[C@@H](C1)N(C=1C2=C(N=CN1)NC=C2)C)F 3,3-difluoro-N-{cis-3-[methyl-(7H-pyrrolo[2,3-d]pyrimidin-4-yl)amino]cyclobutyl}cyclobutanesulfonamide